C(CCCCCCCCCCC)(=O)OCCCCCCCCCCCCCC(=O)N[C@@H](CCO)C(NCCC[C@H](CO)NC(C[C@@H](CCCCCCCCCCC)O)=O)=O (3S,9R)-3-[(R)-dodecanoyloxytetradecanoylamino]-4-oxo-5-aza-9(R)-[(R)-3-hydroxytetradecanoylamino]decan-1,10-diol